NC1=C(C=C(C=C1)C)C1=C(C=CC(=C1)C)N 2,2'-diamino-5,5'-dimethylbiphenyl